N-(2-((2S,3R)-1-ethyl-2-methylpiperidin-3-yl)-5-fluorothieno[2,3-b]pyridin-4-yl)-6-fluorobenzo[d]thiazol-5-amine C(C)N1[C@H]([C@@H](CCC1)C1=CC=2C(=NC=C(C2NC=2C(=CC3=C(N=CS3)C2)F)F)S1)C